(+/-)-trans-3-fluoro-1-(oxetan-3-yl)piperidin-4-yl (8-amino-7-fluoro-6-(8-methyl-2,3-dihydro-1H-pyrido[2,3-b][1,4]oxazin-7-yl)isoquinolin-3-yl)carbamate NC=1C(=C(C=C2C=C(N=CC12)NC(O[C@H]1[C@@H](CN(CC1)C1COC1)F)=O)C1=C(C2=C(OCCN2)N=C1)C)F |r|